2,2,3,3-tetrabromobutane-1,4-diol BrC(CO)(C(CO)(Br)Br)Br